diisononyl 4,5-epoxycyclohexane-1,2-dicarboxylate C1(C(CC2C(C1)O2)C(=O)OCCCCCCC(C)C)C(=O)OCCCCCCC(C)C